8-Ethyl-2-thioxo-2,3-dihydropyrazolo[1,5-a][1,3,5]triazin C(C)C=1C=NN2C1NC(NC2)=S